5-(4-((3-cyclobutyl-2,4-dioxo-1,2,3,4-tetrahydroquinazolin-7-yl)methyl)piperazin-1-yl)-N-methylpicolinamide C1(CCC1)N1C(NC2=CC(=CC=C2C1=O)CN1CCN(CC1)C=1C=CC(=NC1)C(=O)NC)=O